2-(2-methylpyridin-4-yl)-N-(2-morpholinothiazolo[4,5-b]pyridin-6-yl)oxazole CC1=NC=CC(=C1)C1OC=CN1C=1C=C2C(=NC1)N=C(S2)N2CCOCC2